((2-fluoro-4-isopropylphenyl)amino)-2-(2-hydroxyethoxy)-7-methyl-3,4-dihydro-2,7-naphthyridine-1,6(2H,7H)-dione FC1=C(C=CC(=C1)C(C)C)NC1N(C(C2=CN(C(C=C2C1)=O)C)=O)OCCO